(1R,2S)-1-[4-(2,2-diethoxyethoxy)phenyl]-2-phenyl-tetralin-6-ol C(C)OC(COC1=CC=C(C=C1)[C@H]1[C@H](CCC2=CC(=CC=C12)O)C1=CC=CC=C1)OCC